NC12CCC(CC1)(CC2)CO (4-aminobicyclo[2.2.2]octan-1-yl)methanol